CC1=NC(=NC2=CC(=CC=C12)C(F)(F)F)C1=CC=C(C=C1)O 4-[4-methyl-7-(trifluoromethyl)quinazolin-2-yl]Phenol